7-(4-{[(3R)-oxolan-3-yl]amino}-5-[5-(piperazin-1-yl)-1,3,4-thiadiazol-2-yl]pyridin-2-yl)pyrrolo[1,2-b]pyridazine-3-carbonitrile O1C[C@@H](CC1)NC1=CC(=NC=C1C=1SC(=NN1)N1CCNCC1)C1=CC=C2N1N=CC(=C2)C#N